thiopyrano[3,2-b]pyridine S1CC=CC2=NC=CC=C21